6-((3-nitrobenzyl)oxy)-4-oxo-1,4-dihydroquinoline-3-carboxylic acid [N+](=O)([O-])C=1C=C(COC=2C=C3C(C(=CNC3=CC2)C(=O)O)=O)C=CC1